FC1=C(C=CC(=C1F)OC)C1=CN=C2N1C=CN=C2NC2=CC(=C(C(=O)NC1CCN(CC1)C(=O)OC(C)(C)C)C=C2)C tert-butyl 4-(4-((3-(2,3-difluoro-4-methoxyphenyl)imidazo[1,2-a]pyrazin-8-yl)amino)-2-methylbenzamido)piperidine-1-carboxylate